5-((5-chloro-2-(3-(morpholinomethyl)piperidin-1-yl)pyrimidin-4-yl)amino)-3-(3-hydroxy-3-methylbutyl)-1-methyl-1,3-dihydro-2H-benzo[d]imidazol-2-one ClC=1C(=NC(=NC1)N1CC(CCC1)CN1CCOCC1)NC1=CC2=C(N(C(N2CCC(C)(C)O)=O)C)C=C1